CS(=O)(=O)CC=O 2-(methylsulfonyl)ethanone